FC1=C2C(=NC=C1)NC(=C2)C(=O)NC2CCC(CC2)(C)F 4-fluoro-N-(4-fluoro-4-methyl-cyclohexyl)-1H-pyrrolo[2,3-b]pyridine-2-carboxamide